O[C@@H]([C@@H](C(=O)OC)NC(C1=CC=C(C=C1)C#CC1=CC=C(C=C1)N1CCOCC1)=O)C methyl (2S,3R)-3-hydroxy-2-[[4-[2-(4-morpholinophenyl)ethynyl]benzoyl] amino]butanoate